(2-cyclopropoxy-4-fluorophenyl){6-[4-(o-fluorophenyl)-2-methoxy-1-pyrrolyl]-2-aza-2-spiro[3.3]heptyl}methanone C1(CC1)OC1=C(C=CC(=C1)F)C(=O)N1CC2(C1)CC(C2)N2C(=CC(=C2)C2=C(C=CC=C2)F)OC